ClC=1C=C(C=CC1F)NC1=NC=NC2=CC(=C(C=C12)NC(C=C)=O)OCCCN1CCN(CC1)CC1=CC(=C(C=C1)C1C(NC(CC1)=O)=O)F N-(4-((3-chloro-4-fluorophenyl)amino)-7-(3-(4-(4-(2,6-dioxopiperidin-3-yl)-3-fluorobenzyl)piperazin-1-yl)propoxy)quinazolin-6-yl)acrylamide